ClC1=CC(=CNC1=O)C(=O)[O-].[Li+] lithium 5-chloro-6-oxo-1,6-dihydropyridine-3-carboxylate